CC=1C(=NC(=NC1)NC1=CC=C(C=C1)N1CCN(CC1)C)NC1=CC=C2N=CC=NC2=C1 5-Methyl-N2-(4-(4-methylpiperazin-1-yl)phenyl)-N4-(quinoxalin-7-yl)-pyrimidine-2,4-diamine